C(=O)O.FC(C)(F)C=1C(=C(C=CC1)[C@@H](C)NC1=NC(=NC2=CC=C(C=C12)C=1C=CC(=C(C1)CC(=O)N(C)C)O)C)F (R)-2-(5-(4-((1-(3-(1,1-difluoroethyl)-2-fluorophenyl)ethyl)amino)-2-methylquinazolin-6-yl)-2-hydroxyphenyl)-N,N-dimethylacetamide formate salt